3-(trifluoromethylsulfonyl)-4-fluorobenzenesulfonyl chloride FC(S(=O)(=O)C=1C=C(C=CC1F)S(=O)(=O)Cl)(F)F